(3-butylcyclopenta-2,4-dien-1-yl)zirconium(IV) chloride [Cl-].C(CCC)C1=CC(C=C1)[Zr+3].[Cl-].[Cl-]